5-methyl-1-(tetrahydro-2H-pyran-2-yl)-1H-benzo[f]indazol-4-yl trifluoromethanesulfonate FC(S(=O)(=O)OC1=C2C=NN(C2=CC2=C1C(=CC=C2)C)C2OCCCC2)(F)F